3-(5-chloro-1,3-thiazol-2-yl)-5-[(3R)-tetrahydrofuran-3-yloxy]benzoic acid methyl ester COC(C1=CC(=CC(=C1)O[C@H]1COCC1)C=1SC(=CN1)Cl)=O